2,5-diamino-1,4-benzenediol NC1=C(C=C(C(=C1)O)N)O